8-bromo-4-chloro-3-ethoxy-5,6,7,8-tetrahydronaphthalene-2-carbonitrile BrC1CCCC=2C(=C(C(=CC12)C#N)OCC)Cl